C(C)(C)C1=C(NC2=CC=C(C=C12)C1=NN=C(S1)C(=O)N)C1=C2C(=NC=C1)NN=C2 5-(3-isopropyl-2-(1H-pyrazolo[3,4-b]pyridin-4-yl)-1H-indol-5-yl)-1,3,4-thiadiazole-2-carboxamide